R-carnitine O[C@@H](C[N+](C)(C)C)CC([O-])=O